NC=1N=C(C2=C(N1)C=C(S2)I)N[C@@H]2C[C@H](CC2)O (1S,3S)-3-((2-amino-6-iodothieno[3,2-d]pyrimidin-4-yl)amino)cyclopentanol